dimethylolbisphenol a C(O)C=1C(=C(O)C=CC1C(C)(C)C1=CC=C(C=C1)O)CO